2-(4-(4-fluorophenyl)-1H-1,2,3-triazol-1-yl)-1-(4-methoxyphenyl)ethan-1-one FC1=CC=C(C=C1)C=1N=NN(C1)CC(=O)C1=CC=C(C=C1)OC